1-tert-butylpyrrolidin-2-one C(C)(C)(C)N1C(CCC1)=O